(1S,5R)-2-oxabicyclo-[3.3.0]oct-6-ene [C@H]12OCC[C@@H]2C=CC1